Tertbutyl (R)-(1-oxo-1-(((phenyl-d5)methyl)amino)propan-2-yl)carbamate O=C([C@@H](C)NC(OC(C)(C)C)=O)NCC1=C(C(=C(C(=C1[2H])[2H])[2H])[2H])[2H]